CN1CC(CC1)C1=CC2=C(C(NN=C2N[C@H](C)C=2C=C(C=C(C2)C(F)(F)F)NC(C)=O)=O)C=N1 N-(3-((1R)-1-((7-(1-methylpyrrolidin-3-yl)-4-oxo-3,4-dihydropyrido[3,4-d]Pyridazin-1-yl)amino)ethyl)-5-(trifluoromethyl)phenyl)acetamide